(2S,5R)-5-phenylpyrrolidine C1(=CC=CC=C1)[C@H]1CCCN1